(S)-Benzyl 2-(benzo[d][1,3]dioxole-5-carboxamido)-4-methylpentanoate O1COC2=C1C=CC(=C2)C(=O)N[C@H](C(=O)OCC2=CC=CC=C2)CC(C)C